FC1=C(C(=O)NC2=NN(C(=C2)NC(C[C@H](C(=O)N[C@H]2C3=C(CN4N(C2=O)CCC4)C=CC=C3)C)=O)C)C=CC=C1F (R)-N4-(3-(2,3-Difluorobenzamido)-1-methyl-1H-pyrazol-5-yl)-2-methyl-N1-((S)-11-oxo-2,3,10,11-tetrahydro-1H,5H-benzo[d]pyrazolo[1,2-a][1,2]diazepin-10-yl)succinamid